4-Methoxy-N1-methylbenzene-1,2-diamine COC=1C=C(C(=CC1)NC)N